4-prop-2-enoyloxybutyl 3-oxobutanoate O=C(CC(=O)OCCCCOC(C=C)=O)C